di-tert-butyl 2-(2-propylallyl)-2-(2-oleyl-allyl)-malonate C(CC)C(CC(C(=O)OC(C)(C)C)(C(=O)OC(C)(C)C)CC(=C)CCCCCCCC\C=C/CCCCCCCC)=C